O1C(CC1)CN oxetane-2-ylmethylamine